N1N=CC(=C1)C1=CC=C2C(=N1)SC(=N2)NC2=NC=CC(=C2)CO (2-((5-(1H-pyrazol-4-yl)thiazolo[5,4-b]pyridin-2-yl)amino)pyridin-4-yl)methanol